OCC1CCC(CC1)N1N=C2C=C(C(=CC2=C1)N(C(=O)C1=NC(=CC=C1)C(F)(F)F)C)C(=O)OC Methyl 2-[4-(hydroxymethyl)cyclohexyl]-5-[methyl-[6-(trifluoromethyl)pyridine-2-carbonyl] amino]indazole-6-carboxylate